N1=C(N=CC=C1)N1N=CN=C1C1NCSC1 4-{1-(pyrimidin-2-yl)-1H-1,2,4-triazol-5-yl}thiazolidine